OC1=CC=NC(=C1C(=O)O)C(F)(F)F 4-hydroxy-2-(trifluoromethyl)nicotinic acid